C[C@]12CCC3=C([C@@]1(CC[C@@H]2[C@@H](CC[C@@H](C(C)(C)O)O)C(=O)O)C)CC[C@@H]4[C@@]3(CCC(=O)C4(C)C)C The molecule is a tetracyclic triterpenoid that is lanost-8-ene substituted by hydroxy groups at positions 24 and 25 , a carboxylic acid at position 21 and an oxo grouo at position 3 (the 24S stereoisomer). Isolated from the fruit bodies of Fomitopsis pinicola, it exhibits antiinflammatory activity against cylooxygenase-1 (COX-1) and cylooxygenase-2 (COX-2). It has a role as a metabolite, a cyclooxygenase 1 inhibitor and a cyclooxygenase 2 inhibitor. It is a tetracyclic triterpenoid, an oxo monocarboxylic acid and a diol. It derives from a hydride of a lanostane.